3-(6-methoxypyridazin-3-yl)-5-methyl-4-oxopiperidine-1-carboxylic acid tert-butyl ester C(C)(C)(C)OC(=O)N1CC(C(C(C1)C)=O)C=1N=NC(=CC1)OC